5-fluoro-1-((1R,2S,3R,3aR,4R)-2,3,4-trihydroxy-2,3,3a,4,5,6-hexahydro-1H-inden-1-yl)pyrimidine-2,4(1H,3H)-dione FC=1C(NC(N(C1)[C@H]1[C@@H]([C@@H]([C@H]2[C@@H](CCC=C12)O)O)O)=O)=O